5-chloro-2-fluoro-N-(5-fluoro-1,3-thiazol-2-yl)-4-{[4-({2-[(2R)-pyrrolidin-2-yl]-ethyl}amino)butyl]-amino}benzenesulfonamide ClC=1C(=CC(=C(C1)S(=O)(=O)NC=1SC(=CN1)F)F)NCCCCNCC[C@@H]1NCCC1